ClC1(CN(C1)C(=O)OC(C)(C)C)C=1C=CC=2C(NC3=CC=CC1C23)=O tert-butyl 3-chloro-3-(2-oxo-1H-benzo[cd]indol-5-yl)azetidine-1-carboxylate